C1(CC1)S(=O)(=O)NC1=CC(=NC=C1)[C@H](CCN1CCCCC1)NC(=O)C=1SC(=CN1)C1=NC(=CN=C1)OCC (S)-N-(1-(4-(cyclopropanesulfonamido)pyridin-2-yl)-3-(piperidin-1-yl)propyl)-5-(6-ethoxypyrazin-2-yl)thiazole-2-carboxamide